5-(p-tolyl)oxazole-2-carboxylic acid C1(=CC=C(C=C1)C1=CN=C(O1)C(=O)O)C